C(C)(C)(C)[C@@H]1C=2C=C(C(NC2C2=C(C1)N1C(=N2)C(=CC(=C1)OC)OC(F)F)=O)C(=O)O (R)-5-(tert-butyl)-11-(difluoromethoxy)-9-methoxy-2-oxo-1,2,5,6-tetrahydropyrido[2',1':2,3]imidazo[4,5-h]quinoline-3-carboxylic acid